FC1=CC(=C(C=C1)C=1C2=C(C(=NC1C=1C=NN(C1)C1(CCN(CC1)C(C=C)=O)CO)C=1C=C3CCNCC3=CC1)C=CS2)OC 1-[4-[4-[7-(4-fluoro-2-methoxy-phenyl)-4-(1,2,3,4-tetrahydroisoquinolin-6-yl)thieno[3,2-c]pyridin-6-yl]pyrazol-1-yl]-4-(hydroxymethyl)-1-piperidinyl]prop-2-en-1-one